P1(=O)(OC2=C(C3=CC=CC=C3C=C2)C2=C(C=CC3=CC=CC=C23)O1)O (+)-1,1'-binaphthalene-2,2'-diyl hydrogen phosphate